C(C1=CC=CC=C1)P(C1=CC=CC=C1)(C1=CC=CC=C1)=O benzyl-(diphenyl)phosphine oxide